(1R,3S)-3-(5-{2-[5-(2-formyl-3-hydroxyphenyl)-1,3-thiazol-2-yl]acetamido}-2H-pyrazol-3-yl)cyclopentyl N-isopropylcarbamate C(C)(C)NC(O[C@H]1C[C@H](CC1)C=1NN=C(C1)NC(CC=1SC(=CN1)C1=C(C(=CC=C1)O)C=O)=O)=O